C[C@@H]1CN(C[C@@H](N1C=1N=CC2=C(N1)C(=NN2)C2=CC=C(C=C2)C2CN(CC2)C)C)C(=O)OC Methyl (3R,5S)-3,5-dimethyl-4-(3-(4-(1-methylpyrrolidin-3-yl)phenyl)-1H-pyrazolo[4,3-d]pyrimidin-5-yl)piperazine-1-carboxylate